tert-butyl 3-(6-chloro-8-(6-(hydroxymethyl)thieno[3,2-d]pyrimidin-4-yl)-3,4-dihydroquinolin-1(2H)-yl)pyrrolidine-1-carboxylate ClC=1C=C2CCCN(C2=C(C1)C=1C2=C(N=CN1)C=C(S2)CO)C2CN(CC2)C(=O)OC(C)(C)C